C(CCCCCCC)C(C(=O)OCCCCCC(OC(NCCOCCN(CC)C)=O)CCCCCOC(C(CCCCCCCC)CCCCCCCC)=O)CCCCCCCC 3-methyl-12-{5-[(2-octyl-1-oxodecyl) oxy] pentyl}-10-oxo-3,9-diaza-6,11-dioxaheptadecan-17-yl 2-octyldecanoate